tert-Butyl N-tert-butoxycarbonyl-N-[4-carbamoyl-5-[4-[2-[[3-[2,4-dichloro-5-[(dimethylamino)methyl] phenyl]isoxazol-5-yl]amino]-2-oxo-ethyl]phenyl]-2-isopropyl-pyrazol-3-yl]carbamate C(C)(C)(C)OC(=O)N(C(OC(C)(C)C)=O)C=1N(N=C(C1C(N)=O)C1=CC=C(C=C1)CC(=O)NC1=CC(=NO1)C1=C(C=C(C(=C1)CN(C)C)Cl)Cl)C(C)C